(1R,2S,5S)-N-[cyano(1,6-naphthyridin-8-yl)methyl]-6,6-dimethyl-3-[(2S)-3-methyl-2-(tetrahydrofuran-3-carbonylamino)butanoyl]-3-azabicyclo[3.1.0]hexane-2-carboxamide C(#N)C(NC(=O)[C@@H]1[C@H]2C([C@H]2CN1C([C@H](C(C)C)NC(=O)C1COCC1)=O)(C)C)C=1C=NC=C2C=CC=NC12